2-(2-(2-dodecyl)ethoxy)ethyl-tetrahydrothiophenium chloride [Cl-].CC(CCCCCCCCCC)CCOCC[S+]1CCCC1